2-(5-(3,5-dichlorophenyl)-5-(trifluoromethyl)-4,5-dihydroisoxazol-3-yl)-N-(thietan-3-yl)-2,3-dihydro-1H-pyrrolo[3,4-c]pyridine-6-carboxamide ClC=1C=C(C=C(C1)Cl)C1(CC(=NO1)N1CC=2C=NC(=CC2C1)C(=O)NC1CSC1)C(F)(F)F